methyl 7-(benzyloxy)-2H-indazole-3-carboxylate C(C1=CC=CC=C1)OC1=CC=CC2=C(NN=C12)C(=O)OC